FC1=C2C(C(N=CC2=CC=C1)(C)C)(C)C 5-fluoro-3,3,4,4-tetramethyl-3,4-dihydroisoquinolin